BrC1=C(C(=CC=2OCCN(C21)CC2=CC=C(C=C2)OC)NC(C2=CC(=CC(=C2)C(F)(F)F)F)=O)C(C2=C(C=CC(=C2)F)Cl)=O N-(5-bromo-6-(2-chloro-5-fluorobenzoyl)-4-(4-methoxybenzyl)-3,4-dihydro-2H-benzo[b][1,4]oxazin-7-yl)-3-fluoro-5-(trifluoromethyl)benzamide